ethyl 4-amino-1-(2-amino-2-oxoethyl)-1H-imidazole-2-carboxylate hydrochloride Cl.NC=1N=C(N(C1)CC(=O)N)C(=O)OCC